2-{3-[2-(piperidin-4-yl)ethoxy]phenyl}acetic acid N1CCC(CC1)CCOC=1C=C(C=CC1)CC(=O)O